CN1CCC(CC1)N1CCN(CC1)C(=O)OC1=CC=C2C(=CC=NC2=C1)NC1=CN=NC(=C1)C1=C(C=CC(=C1)Cl)F 4-{[6-(5-chloro-2-fluorophenyl)pyridazin-4-yl]amino}quinolin-7-yl 4-(1-methylpiperidin-4-yl)piperazine-1-carboxylate